methyl (4-((7-cyano-2-((4,4-dimethyl-4,5,7,8-tetrahydropyrazolo[1,5-d][1,4]oxazepin-2-yl)amino)-1-methyl-1H-imidazo[4,5-b]pyridin-6-yl)oxy)pyridin-2-yl)carbamate C(#N)C1=C2C(=NC=C1OC1=CC(=NC=C1)NC(OC)=O)N=C(N2C)NC2=NN1CCOCC(C1=C2)(C)C